3,6-dichloro-1-(3-((5-cyclopropyl-1-(2-methylpyridin-3-yl)-4-nitro-1H-pyrazol-3-yl)oxy)propyl)-1H-pyrazolo[3,4-d]pyrimidine ClC1=NN(C2=NC(=NC=C21)Cl)CCCOC2=NN(C(=C2[N+](=O)[O-])C2CC2)C=2C(=NC=CC2)C